ClC=1C(=C(C=CC1F)[C@@H](NC(=O)[C@H]1NC(NC1)=O)[C@@H]1C[C@@H](N(CC1)C)C(F)(F)F)F (S)-N-((S)-(3-chloro-2,4-difluorophenyl)((cis)-1-methyl-2-(trifluoro-methyl)-piperidin-4-yl)methyl)-2-oxoimidazolidine-4-carboxamide